(E)-2-cyclohexyl-5-(2,5-Difluorostyryl)-1,3-dimethoxybenzene C1(CCCCC1)C1=C(C=C(C=C1OC)\C=C\C1=C(C=CC(=C1)F)F)OC